(E)-4-fluoro-1-[3-[4-(3-hydroxyazetidin-1-yl)-1-[4-(trifluoromethoxy)phenyl]pyrazolo[4,3-c]pyridin-3-yl]azetidin-1-yl]but-2-en-1-one FC/C=C/C(=O)N1CC(C1)C1=NN(C2=C1C(=NC=C2)N2CC(C2)O)C2=CC=C(C=C2)OC(F)(F)F